ClC1=C(C=NN1C)S(=O)(=O)N1CCC(CC1)C=1C(=C(C=2N(C1)N=CN2)F)C 6-(1-((5-chloro-1-methyl-1H-pyrazol-4-yl)sulfonyl)piperidin-4-yl)-8-fluoro-7-methyl-[1,2,4]triazolo[1,5-a]pyridine